methyl (S)-3-(8-bromo-1-((cyclopropylmethyl)thio)-6-(2-fluorophenyl)-4H-benzo[f][1,2,4]triazolo[4,3-a][1,4]diazepin-4-yl)propionate BrC=1C=CC2=C(C(=N[C@H](C=3N2C(=NN3)SCC3CC3)CCC(=O)OC)C3=C(C=CC=C3)F)C1